C1(CC(=O)OC(CO1)C(CCC)CC)=O.[K].[Li].[S].[Li] lithium sulfur Lithium potassium 2-(3-ethylhexyl-2-yl) malonate